C(C)(C)(C)C1=C(C=C(C=C1)[N+](=O)[O-])O 2-(tert-butyl)-5-nitrophenol